C1(CC1)NC(C1=C(C=C(C=C1OC)C1=CN=C2N1C=CC(=C2)C(CN2CCOCC2)(C)C)OC(F)F)=O N-cyclopropyl-2-(difluoromethoxy)-4-[7-(1,1-dimethyl-2-morpholino-ethyl)imidazo[1,2-a]pyridin-3-yl]-6-methoxy-benzamide